1-(tert-butyl)-N-((3-(8-(((3S,4R)-3-fluoro-1-methylpiperidin-4-yl)amino)-3-(prop-1-en-2-yl)imidazo[1,2-a]pyridin-2-yl)-1,2,4-oxadiazol-5-yl)methyl)-1H-pyrazole-4-carboxamide C(C)(C)(C)N1N=CC(=C1)C(=O)NCC1=NC(=NO1)C=1N=C2N(C=CC=C2N[C@H]2[C@H](CN(CC2)C)F)C1C(=C)C